(7-bromo-4-methoxybenzofuran-5-yl)methanol BrC1=CC(=C(C=2C=COC21)OC)CO